FC(OC1=CC=CC=2C(N([C@H]3C=4N([C@@H](C21)C3)C3=C(N4)C=CC(=C3)C3=C(C=C(C=C3)CP(=O)(C)C)F)C)=O)F (7R,14R)-1-(difluoromethoxy)-11-(4-((dimethylphosphoryl)methyl)-2-fluorophenyl)-6-methyl-6,7-dihydro-7,14-methanobenzo[f]benzo[4,5]imidazo[1,2-a][1,4]diazocin-5(14H)-one